(+-)-endo-2-norbornylamine C12C(CC(CC1)C2)N